C(C1=CC=CC=C1)(=O)OCCN(C)C N,N-dimethylaminoethyl benzoate